cyclopropane-1,2,3-tricarboxylic acid C1(C(C1C(=O)O)C(=O)O)C(=O)O